N-[(3-(3-nitropyridine-2-oxy)phenyl)thiocarbamoyl]thiophene-2-carboxamide [N+](=O)([O-])C=1C(=NC=CC1)OC=1C=C(C=CC1)NC(=S)NC(=O)C=1SC=CC1